ClC=1C=CC2=C(N=C(O2)C2CC3(CC(C3)NC(=O)NC3COCC3)C2)C1 1-[6-(5-chloro-1,3-benzoxazol-2-yl)spiro[3.3]heptan-2-yl]-3-tetrahydrofuran-3-yl-urea